(E)-7-dodecenol C(CCCCC\C=C\CCCC)O